ClC=1C=CC(=C(CN(C(\C=C\C2=CC=C(C=C2)O)=O)C2CC3=CC=C(C=C3C2)C(NCCC)=O)C1)OCCOC (E)-N-(5-chloro-2-(2-methoxyethoxy)benzyl)-3-(4-hydroxyphenyl)-N-(5-(N-propylcarbamoyl)-2,3-dihydro-1H-inden-2-yl)acrylamide